[C@H]12CN(C[C@H](CC1)N2)C=2C1=C(N=C(N2)OC[C@]23CCCN3C[C@@H](C2)F)C(=C(N=C1)C1=CC(=CC=2N1C(=NC2)CC)O)F 5-(4-((1R,5S)-3,8-diazabicyclo[3.2.1]octan-3-yl)-8-fluoro-2-(((2R,7aS)-2-fluorotetrahydro-1H-pyrrolizin-7a(5H)-yl)methoxy)pyrido[4,3-d]pyrimidin-7-yl)-3-ethylimidazo[1,5-a]pyridin-7-ol